(2R)-2-{[2-(2-methylthiophen-3-yl)[1,2,4]triazolo[1,5-c]quinazolin-5-yl]amino}butanamide CC=1SC=CC1C1=NN2C(=NC=3C=CC=CC3C2=N1)N[C@@H](C(=O)N)CC